6-Amino-3-((1S,3R)-4'-chloro-3-(cyanomethyl)-3-hydroxy-1',2'-dihydrospiro[cyclopentane-1,3'-pyrrolo[2,3-b]pyridin]-5'-yl)-2-fluoro-N,N-dimethylbenzamide NC1=CC=C(C(=C1C(=O)N(C)C)F)C=1C(=C2C(=NC1)NC[C@@]21C[C@@](CC1)(O)CC#N)Cl